ClC=1C(=C2C=NNC2=CC1C)C=1C(=NN(C1C)C1CC2(CN(C2)C(C=C)=O)C1)N1C(CC(CC1)CN1CC(C1)OC)(C)C 1-(6-(4-(5-chloro-6-methyl-1H-indazol-4-yl)-3-(4-((3-methoxyazetidin-1-yl)methyl)-2,2-dimethylpiperidin-1-yl)-5-methyl-1H-pyrazol-1-yl)-2-azaspiro[3.3]heptan-2-yl)prop-2-en-1-one